FC(C(=O)O)(F)F.N[C@@H]1COC2=C(C1)C(=C(C(=C2)O)N2CC(NS2(=O)=O)=O)F 5-[(3S)-3-amino-5-fluoro-7-hydroxy-3,4-dihydro-2H-1-benzopyran-6-yl]-1λ6,2,5-thiadiazolidine-1,1,3-trione, trifluoroacetic acid salt